CN(C1(CN(C1)C(=O)[C@@H]1CC2=C(CN1CCC)NC(=N2)C2=NNC1=CC(=CC=C21)C2=C(C=C(C(=C2)F)O)CC)C)C (S)-(3-(dimethylamino)-3-methylazetidin-1-yl)(2-(6-(2-ethyl-5-fluoro-4-hydroxyphenyl)-1H-indazol-3-yl)-5-propyl-4,5,6,7-tetrahydro-3H-imidazo[4,5-c]pyridin-6-yl)methanone